CN1N=CC(=C1C1=NC=C(C(=N1)N)F)C 2-(1,4-dimethyl-1H-pyrazol-5-yl)-5-fluoropyrimidin-4-amine